The molecule is a member of the class of 1,3-thiazoles that is 2-[2-(propan-2-ylidene)hydrazino]-1,3-thiazole carrying an additional 4-chlorophenyl substituent at position 4. It has a role as an EC 2.3.1.48 (histone acetyltransferase) inhibitor. It is a member of 1,3-thiazoles, a hydrazone and a member of monochlorobenzenes. CC(=NNC1=NC(=CS1)C2=CC=C(C=C2)Cl)C